OC[C@]1(COC2=C1C=C(C=C2C(=O)NC)C(=O)N[C@@H]2[C@H](C2)C)C2=CC=CC=C2 |o1:2| (S*)-3-(Hydroxymethyl)-N7-methyl-N5-((1S,2S)-2-methylcyclopropyl)-3-phenyl-2,3-dihydrobenzofuran-5,7-dicarboxamide